C(C)(C)(C)OC(=O)NC(N1C[C@@H](CCC1)C1=NC(=NO1)C1=CC(=C(C=C1)OCCCCCCCCC)C(F)(F)F)=NC(OC(C)(C)C)=O tert-butyl (R)-(((tert-butoxycarbonyl)amino)(3-(3-(4-(nonyloxy)-3-(trifluoromethyl)phenyl)-1,2,4-oxadiazol-5-yl)piperidin-1-yl)methylene)carbamate